BrC=1C(=NC(=CC1)Cl)CO (3-bromo-6-Chloropyridin-2-yl)methanol